C(C1=CC=CC=C1)N1C(CC2(CC1)OCCC1=CC(=C(C=C12)C)O)C 1'-benzyl-2',7-dimethyl-spiro[isochromane-1,4'-piperidine]-6-ol